S1C=NC2=C1C=C(C=C2)O benzo[d]thiazol-6-ol